phospholene iodine [I].P1=CCCC1